2-bromo-6-methoxypyridin-3-amine BrC1=NC(=CC=C1N)OC